N-((2r,5s)-5-(aminomethyl)adamantan-2-yl)-2-methyl-6-morpholinopyridin-3-amine NCC12CC3C(C(CC(C1)C3)C2)NC=2C(=NC(=CC2)N2CCOCC2)C